2-[2,6-dichloro-4-[6-(difluoromethyl)-3,5-dioxo-1,2,4-triazin-2-yl]phenoxy]-5-[(4-methoxyphenyl)methoxy]-N-[(4-methoxyphenyl)methyl]-N-methyl-pyridine-4-sulfonamide ClC1=C(OC2=NC=C(C(=C2)S(=O)(=O)N(C)CC2=CC=C(C=C2)OC)OCC2=CC=C(C=C2)OC)C(=CC(=C1)N1N=C(C(NC1=O)=O)C(F)F)Cl